[N-](S(=O)(=O)C(F)(F)F)S(=O)(=O)C(F)(F)F.C(C=C)N1C[NH2+]C=C1 1-Allyl-3H-imidazolium bis(trifluoromethanesulfonyl)imide